N,N-dichlorobenzensulfonamide ClN(S(=O)(=O)C1=CC=CC=C1)Cl